C1(CC1)C=1C=C(C(=O)N=C2NCCN2)C=C(C1NC1=CC(=CC=C1)C(=O)N1CCSCC1)F 3-cyclopropyl-5-fluoro-N-[(2Z)-imidazolidin-2-ylidene]-4-{[3-(thiomorpholine-4-carbonyl)phenyl]amino}benzamide